OC[C@@H](C1=NC=CC=C1)NC(=O)C1=CC2=CC=CC(=C2C=C1)OC1=CC=C(C=C1)C(F)(F)F (R)-N-(2-hydroxy-1-(pyridin-2-yl)ethyl)-5-(4-(trifluoromethyl)phenoxy)-2-naphthamide